C(C)C1NC2=CC=C(C=C2CC1C)C(=O)[O-] 2-ethyl-3-methyl-1,2,3,4-tetrahydroquinoline-6-carboxylate